(+/-)-[2-{3,5-difluoro-4-[(3-{2-fluoro-6-[(propan-2-yl)oxy]phenyl}-1H-pyrrolo[2,3-b]pyridin-4-yl)oxy]anilino}-5-fluoro-5,6-dihydro-4H-1,3-oxazin-5-yl]methanol FC=1C=C(NC=2OC[C@](CN2)(F)CO)C=C(C1OC1=C2C(=NC=C1)NC=C2C2=C(C=CC=C2OC(C)C)F)F |r|